N-(4-(4-amino-7-cyano-3-(3-fluoro-4-((5-fluoropyridin-2-yl)oxy)phenyl)-1-methyl-1H-pyrrolo[3,2-c]pyridin-2-yl)-3-fluorophenyl)methacrylamide NC1=NC=C(C2=C1C(=C(N2C)C2=C(C=C(C=C2)NC(C(=C)C)=O)F)C2=CC(=C(C=C2)OC2=NC=C(C=C2)F)F)C#N